C(#N)C1=CNC=CC1 3-cyano-1,4-dihydropyridine